OCC1(CC1)NC(=O)C=1C=2C[C@@H]3[C@H](C2N(N1)C1=NC=CC(=C1)C(F)(F)F)C3 (1aR,5aR)-2-(4-Trifluoromethyl-pyridin-2-yl)-1a,2,5,5a-tetrahydro-1H-2,3-diaza-cyclopropa[a]pentalene-4-carboxylic acid (1-hydroxymethyl-cyclopropyl)-amide